3-(1,1-dimethyl-ethyl)-4-hydroxy-benzonitrile CC(C)(C)C=1C=C(C#N)C=CC1O